BrC=1C=C2C(=NC=NC2=CC1)NC(C(=O)O)CCSC 2-[(6-bromo-4-quinazolinyl)amino]-4-(methylthio)butanoic acid